S1C=CC2=NC=CC(=C21)OC2CCN(CC2)CC2=CC(=NO2)O 5-((4-(thieno[3,2-b]pyridine-7-yloxy)piperidine-1-yl)methyl)isoxazol-3-ol